O=C1[C@@H](C[C@H](N1)COC1=NC=CC2=CC(=C(C=C12)OC(C)C)C(=O)N)CC(F)(F)F 1-{[(2s,4s)-5-oxo-4-(2,2,2-trifluoroethyl)pyrrolidin-2-yl]methoxy}-7-(prop-2-yloxy)isoquinoline-6-carboxamide